5-Cyano-1H-1,2,3-triazol C(#N)C1=CN=NN1